C(C)(C)(C)OC(=O)N(C1CCN(CC1)C1=CC=CC=2N(C[C@@H](OC21)C)C(=O)OCC2=CC=CC=C2)C benzyl (2S)-8-[4-[tert-butoxycarbonyl(methyl)amino]-1-piperidyl]-2-methyl-2,3-dihydro-1,4-benzoxazine-4-carboxylate